C(#N)C1=CC2=C(CN(CCO2)C(=O)OC(C)(C)C)C=C1 tert-Butyl 8-cyano-3,5-dihydro-2H-1,4-benzoxazepine-4-carboxylate